2-(3'-tert-butyl-2'-hydroxy-5'-vinylphenyl)-5-chloro-2H-benzotriazole C(C)(C)(C)C=1C(=C(C=C(C1)C=C)N1N=C2C(=N1)C=CC(=C2)Cl)O